1-chloro-2-fluoro-3-iodo-benzene ClC1=C(C(=CC=C1)I)F